tert-butyl 2-(piperidin-4-yloxy)-7-azaspiro[3.5]nonane-7-carboxylate N1CCC(CC1)OC1CC2(C1)CCN(CC2)C(=O)OC(C)(C)C